COC=1C=C(CN2CN(C3=CC=C(C=C3C2)OCC#C)C2CCOCC2)C=CC1OC 3-(3,4-dimethoxybenzyl)-6-(prop-2-yn-1-yloxy)-1-(tetrahydro-2H-pyran-4-yl)-quinazoline